(2S,3R,4R,5S)-1-(((1s,4S)-4-(tert-butyl)cyclohexyl)methyl)-2-(hydroxymethyl)piperidine-3,4,5-triol C(C)(C)(C)C1CCC(CC1)CN1[C@H]([C@H]([C@@H]([C@H](C1)O)O)O)CO